O=C1NC(CCC1C1=COC2=C1C=C(C=C2)NC(C2=CC=C(C=C2)CN2CCCCC2)=O)=O N-(3-(2,6-dioxopiperidin-3-yl)benzofuran-5-yl)-4-(piperidin-1-ylmethyl)benzamide